COC1=CC=C(CN(S(=O)(=O)C2=NN(C(=C2)C2(COC2)OC)C)CC2=CC=C(C=C2)OC)C=C1 N,N-bis(4-methoxybenzyl)-5-(3-methoxyoxetan-3-yl)-1-methyl-1H-pyrazole-3-sulfonamide